N-[4-(9-phenyl-9H-carbazol-3-yl)phenyl]-fluorene-2-amine C1(=CC=CC=C1)N1C2=CC=CC=C2C=2C=C(C=CC12)C1=CC=C(C=C1)NC1=CC=2CC3=CC=CC=C3C2C=C1